2-fluoro-4-isopropoxy-1-nitro-benzene FC1=C(C=CC(=C1)OC(C)C)[N+](=O)[O-]